N-ethylpyrrolidine-N-oxide C(C)[N+]1(CCCC1)[O-]